1-(5,8-dichloro-2-((pyrimidin-5-ylmethyl)sulfinyl)-4-(1H-pyrrol-1-yl)quinolin-3-yl)ethan-1-one ClC1=C2C(=C(C(=NC2=C(C=C1)Cl)S(=O)CC=1C=NC=NC1)C(C)=O)N1C=CC=C1